F\C(=C/CN)\CN1C(=NC2=C1C=CC=C2C2=CC(=CC=C2)S(=O)(=O)C)C (Z)-3-fluoro-4-(2-methyl-4-(3-(methylsulfonyl)phenyl)-1H-benzo[d]imidazol-1-yl)but-2-en-1-amine